N'-(2,6-dimethylpyrimidin-4-yl)propenohydrazide CC1=NC(=CC(=N1)NNC(C=C)=O)C